quinolineboronic acid pinacol ester N1=C(C=CC2=CC=CC=C12)B1OC(C)(C)C(C)(C)O1